C(=O)C1=C2C(=NC(=C1)C(=O)O)C(CN2)(C)C 7-formyl-3,3-dimethyl-1H,2H-pyrrolo[3,2-b]pyridine-5-carboxylic acid